(R)-2-ethylpyrrolidine C(C)[C@H]1NCCC1